C1(CCCCCCC1)NC(OC1=CC(=C(C=C1)OC)C=1C=NC=C(C1)C=1OC=NN1)=O 3-(5-(1,3,4-oxadiazol-2-yl)pyridin-3-yl)-4-methoxyphenyl cyclooctylcarbamate